4-α-hydroxyisopropylphenyl n-propyl ketone C(CC)C(=O)C1=CC=C(C=C1)C(C)(C)O